2-(4-(2-(5-(8-methoxy-[1,2,4]triazolo[1,5-a]pyridin-6-yl)-4-(2,2,2-trifluoroethyl)-1H-pyrazol-3-yl)thiazol-5-yl)cyclohexyl)-7-oxa-2-azaspiro[3.5]nonane COC=1C=2N(C=C(C1)C1=C(C(=NN1)C=1SC(=CN1)C1CCC(CC1)N1CC3(C1)CCOCC3)CC(F)(F)F)N=CN2